N[C@@](C(=O)O)(CCCC)C (R)-2-amino-2-methylhexanoic acid